ClC1=CC(=C(N=N1)OCC1(CC1)C(F)(F)F)C 6-chloro-4-methyl-3-[[1-(trifluoromethyl)cyclopropyl]methoxy]pyridazine